N-[4-(2-hydroxy-ethylsulfonyl)-2-methoxy-5-methylphenyl]-acetamide OCCS(=O)(=O)C1=CC(=C(C=C1C)NC(C)=O)OC